S(CCC(C(=O)[O-])CC1=CC(=C(C(=C1)C)O)C(C)(C)C)CCC(C(=O)[O-])CC1=CC(=C(C(=C1)C)O)C(C)(C)C 2,2'-Thiodiethylenebis[3-(3-t-butyl-4-hydroxy-5-methylphenyl) propionate]